2-(4-chloro-3-fluorophenoxy)-N-(3-(5-(methylthio)-1,3,4-oxadiazol-2-yl)bicyclo[1.1.1]pentan-1-yl)acetamide ClC1=C(C=C(OCC(=O)NC23CC(C2)(C3)C=3OC(=NN3)SC)C=C1)F